4-Fluoro-N-[4-[(E)-3-[4-[2-hydroxyethyl(methyl)amino]phenyl]prop-2-enoyl]phenyl]benzamide FC1=CC=C(C(=O)NC2=CC=C(C=C2)C(\C=C\C2=CC=C(C=C2)N(C)CCO)=O)C=C1